7,10-bis(diphenylamino)dibenzo[f,h]quinoxaline-2,3-dicarbonitrile C1(=CC=CC=C1)N(C1=CC=2C(=C3N=C(C(=NC3=C3C2C=C(C=C3)N(C3=CC=CC=C3)C3=CC=CC=C3)C#N)C#N)C=C1)C1=CC=CC=C1